[Si](C)(C)(C(C)(C)C)N1C=CC2=CC=C(C=C12)S(=O)(=O)N(C)C1CN(C1)C1=CC=C(C=C1)O 1-(tert-butyldimethylsilyl)-N-(1-(4-hydroxyphenyl)azetidin-3-yl)-N-methyl-1H-indole-6-sulfonamide